FC=1C=C(C#N)C=C(C1)[C@@H]1CC=NN1C(=O)N1CC(C1)OC1=CC(=NC=C1F)C1=C(N=CS1)C (S)-3-fluoro-5-(1-(3-((5-fluoro-2-(4-methylthiazol-5-yl)pyridin-4-yl)oxy)azetidine-1-carbonyl)-4,5-dihydro-1H-pyrazol-5-yl)benzonitrile